(2-amino-3-(3-(4-(((3,5-difluorophenyl)amino)methyl)benzyl) isoxazol-5-yl)pyridin-1-ium-1-yl)methyl hydrogen phosphate P(=O)(OC[N+]1=C(C(=CC=C1)C1=CC(=NO1)CC1=CC=C(C=C1)CNC1=CC(=CC(=C1)F)F)N)(O)[O-]